(4-Methanesulfonylphenyl)Amine CS(=O)(=O)C1=CC=C(C=C1)N